OCC1=C(C=C(C2=C1CCO2)C2=CC=C(C=C2)OC(F)(F)F)C(C)O 1-(4-(hydroxymethyl)-7-(4-(trifluoromethoxy)phenyl)-2,3-dihydrobenzofuran-5-yl)ethanol